COC=1C=C2CCN(CC2=CC1NC1=NC2=CC(=CC=C2C=N1)C1=C(C=CC=C1)N1C(OCC1)=O)C 3-(2-{2-[(6-methoxy-2-methyl-1,2,3,4-tetrahydroisoquinolin-7-yl)amino]quinazolin-7-yl}phenyl)-1,3-oxazolidin-2-one